benzyl (R)-4-(1-(1-(3-(2,6-bis(benzyloxy)pyridin-3-yl)-1-methyl-1H-indazol-7-yl)piperidin-4-yl)-1-hydroxyethyl)piperidine-1-carboxylate C(C1=CC=CC=C1)OC1=NC(=CC=C1C1=NN(C2=C(C=CC=C12)N1CCC(CC1)[C@@](C)(O)C1CCN(CC1)C(=O)OCC1=CC=CC=C1)C)OCC1=CC=CC=C1